BrC1=CC(=C(C(=O)[O-])C=C1)C(Br)Br 4-bromo-2-(dibromomethyl)benzoate